S=[Zn] sulfenyl-zinc